2,4-dimethyl-3,5,6-trifluorobenzyl (1R)-trans-3-[(E)-(2-methoxycarbonyl-1-propenyl)]-2,2-dimethylcyclopropanecarboxylate COC(=O)/C(=C/[C@H]1C([C@@H]1C(=O)OCC1=C(C(=C(C(=C1F)F)C)F)C)(C)C)/C